(E)-4-(phenyldiazenyl)phenyl sulfurofluoridate S(OC1=CC=C(C=C1)\N=N\C1=CC=CC=C1)(=O)(=O)F